3-fluoro-6-hydroxy-2-(1-methyl-1H-pyrazol-5-yl)-5-nitrobenzonitrile FC=1C(=C(C#N)C(=C(C1)[N+](=O)[O-])O)C1=CC=NN1C